cyclopropyl-[3-(3-fluorophenyl)-1,2,4-oxadiazol-5-yl]methanamine C1(CC1)C(N)C1=NC(=NO1)C1=CC(=CC=C1)F